tert-Butyl 3-{3-[1-(4-amino-3-iodo-1H-pyrazolo[3,4-d]pyrimidin-1-yl)ethyl]-5-chloro-6-fluoro-2-methoxyphenyl}azetidine-1-carboxylate NC1=C2C(=NC=N1)N(N=C2I)C(C)C=2C(=C(C(=C(C2)Cl)F)C2CN(C2)C(=O)OC(C)(C)C)OC